[Cl-].[Cl-].CN1C=CC(C=C1)=C1C=CN(C=C1)C 1,1'-dimethyl-4,4-bipyridine dichloride